2-(3,4-dimethoxyphenyl)-5-(1-(1-isopropylazepan-4-yl)piperidin-4-yl)-3-methyl-1H-indole COC=1C=C(C=CC1OC)C=1NC2=CC=C(C=C2C1C)C1CCN(CC1)C1CCN(CCC1)C(C)C